6-(8-(benzo[d]thiazol-2-ylcarbamoyl)-3,4-dihydroisoquinolin-2(1H)-yl)-2'-phenoxy-3,4'-bipyridine-2-carboxylic acid tert-butyl ester C(C)(C)(C)OC(=O)C1=NC(=CC=C1C1=CC(=NC=C1)OC1=CC=CC=C1)N1CC2=C(C=CC=C2CC1)C(NC=1SC2=C(N1)C=CC=C2)=O